ethoxy(2-isocyanatoethyl)dimethylsilane C(C)O[Si](C)(C)CCN=C=O